tert-butyl 3-((4-fluorophenyl)(methyl)carbamoyl)morpholine-4-carboxylate FC1=CC=C(C=C1)N(C(=O)C1N(CCOC1)C(=O)OC(C)(C)C)C